C(C)C1=NC=CC=C1N(C=1N=CC2=C(N1)CNC2)C N-(2-ethylpyridin-3-yl)-N-methyl-6,7-dihydro-5H-pyrrolo[3,4-d]pyrimidin-2-amine